5-chloro-2-(3-chloropyridin-2-yl)-2H-1,2,3-triazol-4-amine ClC=1C(=NN(N1)C1=NC=CC=C1Cl)N